ON(CC1=CC=CC=C1)C(C1=CC(=CC=C1)OC)P(C1=CC=CC=C1)(C1=CC=CC=C1)=O (((hydroxy)benzylamino)(3-methoxyphenyl)methyl)diphenylphosphine oxide